3-chloro-[1,1'-biphenyl]-4-yl trifluoromethanesulfonate FC(S(=O)(=O)OC1=C(C=C(C=C1)C1=CC=CC=C1)Cl)(F)F